(S)-2-((R)-1-(tert-butoxycarbonyl)pyrrolidin-3-yl)-3-(3-iodophenyl)propionic acid C(C)(C)(C)OC(=O)N1C[C@H](CC1)[C@@H](C(=O)O)CC1=CC(=CC=C1)I